C(C1=C(C=CC=C1)N(C([O-])=S)C1=C(C(=CC=C1)CCCCCCC)CCCCCCC)C1=C(C=CC=C1)N(C([O-])=S)C1=C(C(=CC=C1)CCCCCCC)CCCCCCC methylenediphenylene-bis(diheptylphenyl thiocarbamate)